CCCCCCCCCCCC.[Gd] gadolinium dodecane